methyl 1-(2-methoxyphenyl)-1H-indole-5-carboxylate COC1=C(C=CC=C1)N1C=CC2=CC(=CC=C12)C(=O)OC